C(CCCC)NC(=O)NC(C)C1=CC(=CC=C1)OC(F)F pent-1-yl-3-[1-(3-difluoromethoxy-phenyl)-ethyl]-urea